BrC1=C(C=C(C=C1)F)NC=C1C(OC(OC1=O)(C)C)=O 5-(((2-bromo-5-fluorophenyl)amino)methylene)-2,2-dimethyl-1,3-dioxane-4,6-dione